C12CN(CC(CC1)O2)C(=O)OC2CN(CC2(F)F)C=2C1=C(N=CN2)OC(=C1)C=1C(=NC(=NC1)OC)OC [1-[6-(2,4-dimethoxypyrimidin-5-yl)furo[2,3-d]pyrimidin-4-yl]-4,4-difluoro-pyrrolidin-3-yl] 8-oxa-3-azabicyclo[3.2.1]octane-3-carboxylate